O=S1(NOCNC2=C1C=CC=C2)=O 1,1-dioxo-4,5-dihydro-2H-benzo[d][1,3,2,6]oxthidiazepine